C(C)(=O)OCC(COC(C)=O)=C 2-methylenepropane-1,3-diyl diacetate